2,3,5,6-tetrachloro-4-(methylphenyl)pyridine ClC1=NC(=C(C(=C1Cl)C1=C(C=CC=C1)C)Cl)Cl